3-[5-cyclopropyl-4-[5-(4-piperidyl)pyrimidin-2-yl]isoxazol-3-yl]-1-isopropyl-pyrazolo[3,4-d]pyrimidin-4-amine hydrochloride Cl.C1(CC1)C1=C(C(=NO1)C1=NN(C2=NC=NC(=C21)N)C(C)C)C2=NC=C(C=N2)C2CCNCC2